1-(1H-indol-5-yl)pyrazole-4-carboxylic acid ethyl ester C(C)OC(=O)C=1C=NN(C1)C=1C=C2C=CNC2=CC1